p-toluenesulfonic acid gold [Au].CC1=CC=C(C=C1)S(=O)(=O)O